4-chloro-2-((3-(2-(4-chlorophenyl)-1-hydroxyethyl)-1,2,4-oxadiazol-5-yl)methyl)pyridazin ClC1=CN(NC=C1)CC1=NC(=NO1)C(CC1=CC=C(C=C1)Cl)O